4-((5-chloro-7-(3-methylbutan-2-yl)imidazo[5,1-f][1,2,4]triazin-2-yl)amino)-1-((difluoromethyl)sulfonyl)piperidin-3-ol ClC=1N=C(N2N=C(N=CC21)NC2C(CN(CC2)S(=O)(=O)C(F)F)O)C(C)C(C)C